(2-amino-3-(3-(4-benzoylbenzyl)isoxazol-5-yl)pyridin-1-ium-1-yl)methyl hydrogen phosphate P(=O)(OC[N+]1=C(C(=CC=C1)C1=CC(=NO1)CC1=CC=C(C=C1)C(C1=CC=CC=C1)=O)N)(O)[O-]